1-ethyl-3-(4-fluorophenyl)-N-(3-fluoro-4-((5-methylpyrazolo[1,5-a]pyrimidine-7-yl)oxy)phenyl)-2,4-dioxo-1,2,3,4-tetrahydropyrimidine-5-carboxamide C(C)N1C(N(C(C(=C1)C(=O)NC1=CC(=C(C=C1)OC1=CC(=NC=2N1N=CC2)C)F)=O)C2=CC=C(C=C2)F)=O